BrC1=C(SC2=C1SC(=C2[Si](C)(C)C)F)C2OCCO2 [6-bromo-5-(1,3-dioxolan-2-yl)-2-fluorothieno[3,2-b]thiophen-3-yl](trimethyl)silane